2-(5-((3-ethoxypyridin-2-yl)oxy)pyridin-3-yl)-N-(5-fluoropiperidin-3-yl)pyrimidine-5-carboxamide C(C)OC=1C(=NC=CC1)OC=1C=C(C=NC1)C1=NC=C(C=N1)C(=O)NC1CNCC(C1)F